N-[6-[4-(4-fluoro-3-methyl-tetrahydrofuran-3-yl)piperazin-1-yl]-7-methyl-3-isoquinolyl]-2-(1-methylpyrazol-3-yl)cyclopropanecarboxamide FC1C(COC1)(C)N1CCN(CC1)C=1C=C2C=C(N=CC2=CC1C)NC(=O)C1C(C1)C1=NN(C=C1)C